Pyridine-3-sulfonyl fluoride N1=CC(=CC=C1)S(=O)(=O)F